N-(2-(Dimethylamino)ethyl)-1,2,3-trimethyl-1H-indole-5-carboxamide CN(CCNC(=O)C=1C=C2C(=C(N(C2=CC1)C)C)C)C